(S)-6-chloro-N-(3-chloro-4-fluorophenyl)-5-(2-oxo-2-((1,1,1-trifluoropropan-2-yl)amino)acetyl)-2,3-dihydro-1H-pyrrolizine-7-carboxamide ClC1=C(N2CCCC2=C1C(=O)NC1=CC(=C(C=C1)F)Cl)C(C(N[C@H](C(F)(F)F)C)=O)=O